C1=CC=CC=2CCC=3C=C4C=CC=NC4=CC3C12 5,6-dihydronaphtho[2,1-g]quinoline